C(C)(C)N1N=CC=2C1=NC(=NC2N)NC 1-isopropyl-N6-methyl-1H-pyrazolo[3,4-d]pyrimidine-4,6-diamine